CC1(OC2=C(O1)C=CC(=C2)N)C 2,2-dimethylbenzo[d][1,3]dioxol-5-amine